(3-hydroxypropyl)-6,7-dimethylquinoxaline-2,3(1H,4H)-dione OCCCN1C(C(NC2=CC(=C(C=C12)C)C)=O)=O